C(C)(C)(C)N(C(=O)OCN1N=C(C2=CC(=CC=C12)OC1(CC1)C)I)C1=C(C(=C(C=C1)OC(F)(F)F)F)C=O [3-iodo-5-(1-methylcyclopropoxy)indazol-1-yl]methanol tert-butyl-(3-fluoro-2-formyl-4-(trifluoromethoxy)phenyl)carbamate